7-chloro-3-(3-chloro-2-(cyclopropylamino)pyridine-4-yl)pyrido[2,3-d]pyrimidine-2,4(1H,3H)-dione ClC=1C=CC2=C(NC(N(C2=O)C2=C(C(=NC=C2)NC2CC2)Cl)=O)N1